(2-oxo-2-((((4-((4-((phenoxycarbonyl)amino)phenoxy)methyl)benzyl)oxy)methyl)amino)ethyl)carbamate O=C(CNC([O-])=O)NCOCC1=CC=C(C=C1)COC1=CC=C(C=C1)NC(=O)OC1=CC=CC=C1